butyl 2-(2-(((3R,3aR,6R,6aR)-6-methoxyhexahydrofuro[3,2-b]furan-3-yl)oxy)-6-oxo-5-((3-phenylpropyl)amino)pyrimidin-1(6H)-yl)acetate CO[C@@H]1CO[C@H]2[C@@H]1OC[C@H]2OC=2N(C(C(=CN2)NCCCC2=CC=CC=C2)=O)CC(=O)OCCCC